(5R)-2-Methyl-5-(1-methylethenyl)-2-cyclohexen CC=1CC[C@H](CC1)C(=C)C